Cl.C(C)(C)(C)OC(=O)NCCCCN N-t-Butyloxycarbonyl-1,4-diaminobutane hydrochloride